CC1(CCC=C1C)C 2,2,3-TRIMETHYL-CYCLOPENT-3-EN